ClC=1C=NC(=NC1)[C@]12CC[C@@H](C[C@@H]2C1)OC[C@@H]1N([C@@H](C[C@@H]1NS(=O)(=O)CF)C)C(=O)OC(C)C isopropyl (2R,3S,5R)-2-((((1S,3S,6R)-6-(5-chloropyrimidin-2-yl)bicyclo[4.1.0]heptan-3-yl)oxy)methyl)-3-((fluoromethyl)sulfonamido)-5-methylpyrrolidine-1-carboxylate